2-[4-[(2-ethyl-4-oxo-quinazolin-3-yl)methyl]-1-piperidyl]-N-ethylsulfonyl-benzamide C(C)C1=NC2=CC=CC=C2C(N1CC1CCN(CC1)C1=C(C(=O)NS(=O)(=O)CC)C=CC=C1)=O